FC(C[SiH](OC)OC)(F)F trifluoroethyl-dimethoxysilane